OCCN(C(=O)N(C)C)CCO N,N-bis(2-hydroxy-ethyl)-N',N'-dimethylurea